2,3,4,5,6-pentahydroxy-hexanal OC(C=O)C(C(C(CO)O)O)O